3-(5-(1-(3-(difluoromethyl)benzyl)piperidin-4-yl)-1-oxoisoindolin-2-yl)piperidine-2,6-dione FC(C=1C=C(CN2CCC(CC2)C=2C=C3CN(C(C3=CC2)=O)C2C(NC(CC2)=O)=O)C=CC1)F